5-amino-2,4-di-tert-butyl-phenol NC=1C(=CC(=C(C1)O)C(C)(C)C)C(C)(C)C